COC(=O)C1=NCCC1 2-(methoxycarbonyl)-1-pyrroline